ClC1=C2C=CC=NC2=C(C(=C1)C(C=1C=NC=CC1)NC1=NC=CC=C1)O 5-chloro-7-[(pyridin-2-ylamino)(pyridin-3-yl)methyl]quinolin-8-ol